5-((S)-1-cyclopropyl-ethoxy)-4-methoxy-pyridine-2-carboxylic acid C1(CC1)[C@H](C)OC=1C(=CC(=NC1)C(=O)O)OC